p-Toluenesulfonyl chloride (12Z,15Z)-3-(((3-(diethylamino)propoxy)carbonyl)oxy)henicosa-12,15-dien-1-yl-6,6-bis(octyloxy)hexanoate C(C)N(CCCOC(=O)OC(CCOC(CCCCC(OCCCCCCCC)OCCCCCCCC)=O)CCCCCCCC\C=C/C\C=C/CCCCC)CC.CC1=CC=C(C=C1)S(=O)(=O)Cl